(adamantan-1-yl)methyl (5-bromopentyl) carbonate C(OCC12CC3CC(CC(C1)C3)C2)(OCCCCCBr)=O